ClC1=C(C=CC=C1)NC=1C=C2C(=NC1C)N(N=C2)C=2C=C(SC2)C(=O)NC2(COC2)C 4-(5-((2-chlorophenyl)amino)-6-methyl-1H-pyrazolo[3,4-b]pyridin-1-yl)-N-(3-methyloxetan-3-yl)thiophene-2-carboxamide